C(CCCCCCCCCCCC)OC(CCSCCC(=O)OCCCCCCCCCCCCC)=O bis-tridecyl-3,3'-thiodipropionate